(1S,2R)-2-cyclopentylcyclopropane-1-carboxylic acid C1(CCCC1)[C@@H]1[C@H](C1)C(=O)O